3-(methylthio)-4-(trifluoromethyl)-benzamide CSC=1C=C(C(=O)N)C=CC1C(F)(F)F